CCCCCCCCCCCC(CCCCCCCC)OC(=O)[C@H](CCC(=O)OC(=O)CCCCCCCCCCC)N octyldodecyl lauroyl glutamate